4-chloro-2-(pyrrolidin-1-yl)phenol ClC1=CC(=C(C=C1)O)N1CCCC1